naringenine O1[C@@H](CC(=O)C=2C(O)=CC(O)=CC12)C1=CC=C(O)C=C1